FC1=C(C=CC=C1C=O)NC(OC(C)(C)C)=O tert-butyl N-(2-fluoro-3-formylphenyl)carbamate